F[C@@H]1[C@@H](CN(C1)C(=O)C1(CC1)F)NC(C1=CC=CC=C1)=O N-[(3R,4S)-4-fluoro-1-(1-fluorocyclopropanecarbonyl)pyrrolidin-3-yl]benzamide